(2S,3R,4R)-3-(3-boronopropyl)-4-((S)-3-methyl-2-(methylamino)butanamido)pyrrolidine-2-carboxylic acid B(O)(O)CCC[C@H]1[C@H](NC[C@@H]1NC([C@H](C(C)C)NC)=O)C(=O)O